FC1(CN(CC1)C([C@H](C)NC1=NC=CC(=N1)C1=CC=CC(=N1)C1=NOC(=C1)[C@]1(C(N(CC1)C)=O)O)=O)F (R)-3-(3-(6-(2-(((S)-1-(3,3-Difluoropyrrolidin-1-yl)-1-oxopropan-2-yl)amino)pyrimidin-4-yl)pyridin-2-yl)isoxazol-5-yl)-3-hydroxy-1-methylpyrrolidin-2-one